OC=1C(=CC(=C(C1)NC(=O)C1=CNC2=CC=CC=C2C1=O)C1(CCC1)COC)[Si](C)(C)C N-(5-Hydroxy-2-(1-(methoxymethyl)cyclobutyl)-4-(trimethylsilyl)phenyl)-4-oxo-1,4-dihydroquinoline-3-carboxamide